(R)-1-(2-(5-(5-(1-(5-fluoro-1H-pyrrolo[2,3-b]pyridin-4-yl)ethoxy)-1H-indazol-3-yl)pyridin-2-yl)-2,7-diazaspiro[3.5]nonan-7-yl)ethan-1-one FC=1C(=C2C(=NC1)NC=C2)[C@@H](C)OC=2C=C1C(=NNC1=CC2)C=2C=CC(=NC2)N2CC1(C2)CCN(CC1)C(C)=O